N1(CCNCC1)C(=O)OC(C)=O acetyl piperazine-1-carboxylate